ethyl 2-methyl-5-pyrazin-2-yl-1,3-thiazole-4-carboxylate CC=1SC(=C(N1)C(=O)OCC)C1=NC=CN=C1